(S)-1-(2-((2-(4-bromo-2-chloro-6-fluorophenyl)-5-chloro-6-fluoro-1H-benzo[d]imidazol-1-yl)methyl)morpholino)ethan-1-one BrC1=CC(=C(C(=C1)F)C1=NC2=C(N1C[C@@H]1OCCN(C1)C(C)=O)C=C(C(=C2)Cl)F)Cl